p-chlorophenoxyacetic acid sodium salt [Na+].ClC1=CC=C(OCC(=O)[O-])C=C1